3,3-difluoro-4-(pyrrolidin-1-yl)piperidine trifluoroacetate FC(C(=O)O)(F)F.FC1(CNCCC1N1CCCC1)F